2,3-dimethylbut-1,3-diene CC(=C)C(=C)C